C(C)(=O)OC1=C2C(=CNC2=CC=C1)CCN(CCC)CC 3-{2-[Ethyl(propyl)amino]ethyl}-1H-indol-4-yl acetate